C(CC)[SiH](Cl)C n-propyl(methyl)chlorosilane